BrC1=C2CCN(CC2=C(C(=C1)[N+](=O)[O-])NCCCCCOC=1N(N=CC1C1=NC(=CC(=C1)C(=O)OC)C)C)C(=O)OC(C)(C)C tert-butyl 5-bromo-8-{[5-({4-[4-(methoxycarbonyl)-6-methylpyridin-2-yl]-2-methylpyrazol-3-yl} oxy) pentyl] amino}-7-nitro-3,4-dihydro-1H-isoquinoline-2-carboxylate